BrC=1C=C(C=C(C1OC)Br)C1(C(C(CC1)=O)C)C 3-(3,5-dibromo-4-methoxyphenyl)-2,3-dimethylcyclopentane-1-one